tert-butyl ((1R,5S,6s)-3-(2-(1-(4-aminophenyl)piperidin-4-yl)ethyl)-3-azabicyclo[3.1.0]hexan-6-yl)carbamate NC1=CC=C(C=C1)N1CCC(CC1)CCN1C[C@@H]2C([C@@H]2C1)NC(OC(C)(C)C)=O